4H,5H,6H,7H-pyrazolo[1,5-a]pyrazin N1=CC=C2N1CCNC2